C(C)OC(/C=C/C=1C=C2C=CN=C(C2=CC1)N(C(C1=C(C=C(C=C1)C=1N=NN(C1)C)F)=O)[C@H]1CN(CCC1)C(=O)OC(C)(C)C)=O tert-butyl (R,E)-3-(N-(6-(3-ethoxy-3-oxoprop-1-en-1-yl)isoquinolin-1-yl)-2-fluoro-4-(1-methyl-1H-1,2,3-triazol-4-yl)benzamido)piperidine-1-carboxylate